C(C)(C)(C)C=1C=C(C(O)=CC1)O 4-tertiary butyl-catechol